C1(=CC(=CC(=C1)C(=O)O)C(=O)O)C(=O)O.C(C1=CC(C(=O)O)=CC(C(=O)O)=C1)(=O)O trimesic acid (1,3,5-benzenetricarboxylate)